2-((7-bromonaphthalen-2-yl)oxy)-N-cyclopentylacetamide BrC1=CC=C2C=CC(=CC2=C1)OCC(=O)NC1CCCC1